1-[6-[4-(3,4-dichloro-2-fluoro-anilino)pyrido[3,2-d]pyrimidin-6-yl]-1,6-diazaspiro[3.3]heptan-1-yl]prop-2-en-1-one ClC=1C(=C(NC=2C3=C(N=CN2)C=CC(=N3)N3CC2(CCN2C(C=C)=O)C3)C=CC1Cl)F